FC=1C=C(C(=O)OC)C=C(C1[N+](=O)[O-])NCC1COCC1 Methyl 3-fluoro-4-nitro-5-(((tetrahydrofuran-3-yl)methyl)amino)benzoate